ClC=1C=C(C(=C(C1)C1=CC=C(C=C1)OC(C(=O)O)(C)C)NS(=O)(=O)C=1C=NC=C(C1)C)F 2-({5'-chloro-3'-fluoro-2'-[(5-methylpyridine-3-sulfonyl)amino][1,1'-biphenyl]-4-yl}oxy)-2-methylpropanoic acid